ClC1=C(C=CC=C1C1C(NC(CC1)=O)=O)C1=CC=C(C=C1)N1C(C=CC=C1C(F)(F)F)=O 3-(2-chloro-4'-(2-oxo-6-(trifluoromethyl)pyridin-1(2H)-yl)-[1,1'-biphenyl]-3-yl)piperidine-2,6-dione